2-chloro-7-nitro-3-((2-(trimethylsilyl)ethoxy)methyl)quinazolin bis(((1S,2S,4S)-2-(methoxymethyl)-3-oxoquinuclidin-2-yl)methyl)piperazine-1,4-dicarboxylate COC[C@]1(N2CCC(C1=O)CC2)COC(=O)N2CCN(CC2)C(=O)OC[C@@]2(N1CCC(C2=O)CC1)COC.ClC1N=C2C=C(C=CC2=CN1COCC[Si](C)(C)C)[N+](=O)[O-]